(2-methoxy-5-(4-methyl-8-((3-methyloxetan-3-yl)methoxy)quinazolin-6-yl)pyridin-3-yl)-2,4-difluoro-benzenesulfonamide COC1=NC=C(C=C1C=1C(=C(C=CC1F)S(=O)(=O)N)F)C=1C=C2C(=NC=NC2=C(C1)OCC1(COC1)C)C